4-(4-(6-methylimidazo[1,2-a]pyridin-7-yl)-1H-pyrazol-1-yl)piperidine-1-carboxylic acid tert-butyl ester C(C)(C)(C)OC(=O)N1CCC(CC1)N1N=CC(=C1)C1=CC=2N(C=C1C)C=CN2